BrC1=CC=C2N1C=C(NC2=O)C2=CC=C(C=C2)OC 6-bromo-3-(4-methoxy-phenyl)-2H-pyrrolo[1,2-a]pyrazin-1-one